ClC=1C=C(C=NC1OC(F)F)NC(=O)NC1=C(C=2N(N=C1)C=C(N2)Cl)C(C)OC N-(5-chloro-6-(difluoromethoxy)pyridin-3-yl)-N'-(2-chloro-8-(1-methoxyethyl)imidazo[1,2-b]pyridazin-7-yl)urea